6-xylylbromine C1=C(C(=CC=C1Br)C)C